1-ethyl-4-(trifluoromethyl)-1H-imidazol C(C)N1C=NC(=C1)C(F)(F)F